FC(CC1=C(NC2=CC=C(C=C12)C1CCNCC1)C=1C=C(C=2N(C1)N=C(N2)C)C)F 6-(3-(2,2-difluoroethyl)-5-(piperidin-4-yl)-1H-indol-2-yl)-2,8-dimethyl-[1,2,4]triazolo[1,5-a]pyridine